tert-Butyl 5-[2-(tert-butoxycarbonyl)-5-(4-{[1-(4-chlorophenyl)-3-oxo-2-azaspiro[3.4]oct-2-yl]methyl}piperidin-1-yl)phenoxy]-1H-pyrrolo[2,3-b]pyridine-1-carboxylate C(C)(C)(C)OC(=O)C1=C(OC=2C=C3C(=NC2)N(C=C3)C(=O)OC(C)(C)C)C=C(C=C1)N1CCC(CC1)CN1C(C3(C1=O)CCCC3)C3=CC=C(C=C3)Cl